C(#N)[C@H](CC1=CC=C(C=C1)C=1C=CC2=C(N(C(O2)=O)C)C1)NC(=O)[C@H]1OCC(CN(C1)C(=O)OC(C)(C)C)(CC=C)O tert-butyl (2S)-2-{[(1S)-1-cyano-2-[4-(3-methyl-2-oxo-2,3-dihydro-1,3-benzoxazol-5-yl)phenyl]ethyl]carbamoyl}-6-hydroxy-6-(prop-2-en-1-yl)-1,4-oxazepane-4-carboxylate